4-methacryloyloxyethyl trimellitate hydride [H-].C(C=1C(C(=O)[O-])=CC(C(=O)OCCOC(C(=C)C)=O)=CC1)(=O)[O-]